2-(4-phenoxyphenyl)-1-benzofuran O(C1=CC=CC=C1)C1=CC=C(C=C1)C=1OC2=C(C1)C=CC=C2